C(=O)(O)[C@H](O)[C@@H](O)C(=O)O.N1=CC=NC2=CC=CC=C12 quinoxaline L-tartrate